CC1(N(CCC1)C(C)C1=NC(=NO1)C1=NC=C(C=C1)C#CC1=NC=CC=C1)C 5-(1-(2,2-dimethylpyrrolidin-1-yl)ethyl)-3-(5-(pyridin-2-ylethynyl)pyridin-2-yl)-1,2,4-oxadiazole